tert-Butyl 4-(3-(4-methylpiperidin-1-yl)-4-nitrophenyl)piperazine-1-carboxylate CC1CCN(CC1)C=1C=C(C=CC1[N+](=O)[O-])N1CCN(CC1)C(=O)OC(C)(C)C